S(=O)(=O)(ON1C2C=C(CN(C1=O)C2)N2N=C(C(=C2[2H])[2H])[2H])[O-].[Na+] sodium [7-oxo-3-(3,4,5-trideuteriopyrazol-1-yl)-1,6-diazabicyclo[3.2.1]oct-3-en-6-yl] sulfate